C1(CCCCC1)C1=C(OC2(CC2)C(=O)NS(=O)(=O)C2=CC=CC(=N2)N2CCC(CC2)NC(OC(C)(C)C)=O)C(=CC=C1)C Tert-butyl (1-(6-(N-(1-(2-cyclohexyl-6-methylphenoxy)cyclopropanecarbonyl)sulfamoyl)pyridin-2-yl)piperidin-4-yl)carbamate